FC1=CC=C(C=C1)C(C)(C)N1C[C@@H](N(C[C@H]1C)C=1C=2C(N(C(C1)=O)C)=CNN2)C 7-((2S,5R)-4-(2-(4-fluorophenyl)propan-2-yl)-2,5-dimethylpiperazin-1-yl)-4-methyl-2,4-dihydro-5H-pyrazolo[4,3-b]pyridin-5-one